C1(=CC(=CC=C1)N1N=CC=CC1=O)C (m-tolyl)pyridazin-3(2H)-one